O1CCN(CC1)C1=C2NC(=NC2=NC(=N1)N/N=C/C=1C=C(C=CC1)C)C(=O)NC1CCNCC1 6-morpholino-2-[(2E)-2-(m-tolylmethylene)hydrazino]-N-(4-piperidyl)-7H-purine-8-carboxamide